FC(C1=CC=CC2=CC=C(C=C12)B(O)O)(F)F 1-(TRIFLUOROMETHYL)NAPHTHALENE-7-BORONIC ACID